2-(2-fluoro-4-(pyrrolidin-2-yl)phenyl)benzo[d]imidazo[2,1-b]thiazole FC1=C(C=CC(=C1)C1NCCC1)C=1N=C2SC3=C(N2C1)C=CC=C3